CS(=O)CCCCC(CCN=C=S)=O 7-methylsulfinyl-3-oxoheptyl isothiocyanate